FC=1C=C2C3=NN(C4=CC=C(O[C@@H](CCNC(O[C@@H](C(C1)=C2)C)=O)C)C=C34)C3OCCCC3 (7R,13R)-4-fluoro-7,13-dimethyl-19-(oxan-2-yl)-8,14-dioxa-10,19,20-triazatetracyclo[13.5.2.12,6.018,21]tricosa-1(20),2,4,6(23),15,17,21-heptaen-9-one